1-(6-(4-(trifluoromethyl)phenyl)-3,4-dihydroisoquinolin-2(1H)-yl)prop-2-en-1-one FC(C1=CC=C(C=C1)C=1C=C2CCN(CC2=CC1)C(C=C)=O)(F)F